C(=O)([O-])CN1CCN(CCN(CCN(CC1)C(CC)C(=O)O)CC(=O)[O-])C(C(=O)[O-])CC1=CC=C(C=C1)OCCOCCOCC 2-{4,10-bis(carboxylatomethyl)-7-[1-carboxypropyl]-1,4,7,10-tetraazacyclododecan-1-yl}-3-{4-[2-(2-ethoxyethoxy)ethoxy] phenyl}propanoate